selenium-manganese iron [Fe].[Mn].[Se]